C1(CC1)C1=C2C=CN=C(C2=CC=C1)C1=C(C(=O)N)C=CC(=C1)F (5-Cyclopropylisoquinolin-1-yl)-4-fluorobenzamide